5-(6-(difluoromethyl)-2-((3-methoxybenzyl)sulfinyl)pyrimidin-4-yl)-1-(3,4-dimethoxybenzyl)pyridin-2(1H)-one FC(C1=CC(=NC(=N1)S(=O)CC1=CC(=CC=C1)OC)C=1C=CC(N(C1)CC1=CC(=C(C=C1)OC)OC)=O)F